2-(2,6-dioxopiperidin-3-yl)-5-(4-(2-(4-((5-methyl-5H-pyrido[4,3-b]indol-7-yl)ethynyl)piperidin-1-yl)ethyl)piperazin-1-yl)isoindoline-1,3-dione O=C1NC(CCC1N1C(C2=CC=C(C=C2C1=O)N1CCN(CC1)CCN1CCC(CC1)C#CC=1C=CC=2C3=C(N(C2C1)C)C=CN=C3)=O)=O